OCC1CCN(CC1)C1=C(C=C2C(=N1)OC(C2)(C)C)NC(=O)C=2C=NN1C2N=CC(=C1)C N-[6-[4-(hydroxymethyl)-1-piperidyl]-2,2-dimethyl-3H-furo[2,3-b]pyridin-5-yl]-6-methyl-pyrazolo[1,5-a]pyrimidine-3-carboxamide